2,N4,N6-tris(3-(dimethylamino)propyl)-1,3,5-triazine-2,4,6-triamine CN(CCCC1(NC(=NC(=N1)NCCCN(C)C)NCCCN(C)C)N)C